4-{3-[(4-Aminopiperidin-1-yl)carbonyl]-4-fluorobenzyl}phthalazin-1(2H)-one NC1CCN(CC1)C(=O)C=1C=C(CC2=NNC(C3=CC=CC=C23)=O)C=CC1F